FC1=C(C(=CC=C1)OC)C1=C(C=NC(=C1)C)C(=O)NC=1SC(=NN1)OCC1=CC=C(C=C1)SC 4-(2-fluoro-6-methoxyphenyl)-6-methyl-N-(5-((4-(methylsulfanyl)phenyl)methoxy)-1,3,4-thiadiazol-2-yl)pyridine-3-carboxamide